3-nitro-2-fluoro-N-[2-iodo-4-[1,1,1,2,3,3,3-heptafluoroprop-2-yl]-6-(trifluoromethyl)phenyl]benzamide [N+](=O)([O-])C=1C(=C(C(=O)NC2=C(C=C(C=C2C(F)(F)F)C(C(F)(F)F)(C(F)(F)F)F)I)C=CC1)F